tert-butyl (2-(exo-3-azabicyclo[3.1.0]hexan-6-yl)propan-2-yl)carbamate C12CNCC2C1C(C)(C)NC(OC(C)(C)C)=O